NC=1C=CC(=NC1)[C@H]1CN(CCC1)C1=NC2=C(C=C(C=C2C(N1C)=O)C)[C@@H](C)NC=1C(=NC(=CC1)Cl)C(=O)NS(=O)(=O)C |o1:7| 3-(((R)-1-(2-((R*)-3-(5-aminopyridin-2-yl)piperidin-1-yl)-3,6-dimethyl-4-oxo-3,4-dihydroquinazolin-8-yl)ethyl)amino)-6-chloro-N-(methylsulfonyl)picolinamide